FC=1C=C(C=C(C1C)F)C=1N=NN(C1)C1C(C(OCC1OC)CO)O 4-(4-(3,5-difluoro-4-methylphenyl)-1H-1,2,3-triazol-1-yl)-2-(hydroxymethyl)-5-methoxytetrahydro-2H-pyran-3-ol